3-amino-6-(3-(5,5-dimethyl-5,6-dihydro-4H-pyrrolo[1,2-b]pyrazol-3-yl)phenyl)-N-((3S,4S)-4-fluoropyrrolidin-3-yl)pyrazine-2-carboxamide NC=1C(=NC(=CN1)C1=CC(=CC=C1)C1=C2N(N=C1)CC(C2)(C)C)C(=O)N[C@H]2CNC[C@@H]2F